SC(CC(=O)O)C 3-mercapto-butyric acid